C1=CC=CC=2C3=CC=CC=C3N(C12)S(=O)(=O)C1=CC=C(CNC(=O)N2C=CC3=CC=CC=C23)C=C1 N-(4-((9H-Carbazol-9-yl)sulfonyl)benzyl)-1H-indole-1-carboxamide